ClC1=CC(=C(C(=C1)C(C)C)N1C(=NC2=C1C=CC=C2)C2=CC=CC1=C2OC2=C1C=CC=C2)C(C)C 1-(4-Chloro-2,6-diisopropylphenyl)-2-(dibenzo[b,d]furan-4-yl)-1H-benzo[d]imidazole